5-fluoro-4-oxo-3-(2-(1-oxo-6-(quinolin-5-yl)isoindolin-2-yl)butanamido)pentanoic acid FCC(C(CC(=O)O)NC(C(CC)N1C(C2=CC(=CC=C2C1)C1=C2C=CC=NC2=CC=C1)=O)=O)=O